O=C1N(CCC(N1)=O)C=1C(=C(C=CC1)C#CCNC(OC(C)(C)C)=O)C tert-butyl (3-(3-(2,4-dioxotetrahydropyrimidin-1(2H)-yl)-2-methylphenyl)prop-2-yn-1-yl)carbamate